N-(2-(4-Acetylpiperazin-1-yl)ethyl)-5-phenyl-2-(2-(trifluoromethyl)phenyl)Oxazole-4-carboxylic acid amide C(C)(=O)N1CCN(CC1)CCNC(=O)C=1N=C(OC1C1=CC=CC=C1)C1=C(C=CC=C1)C(F)(F)F